CCCCCCCCCCCCCCCCCCCC icosaane